tert-butyl 4-(7-bromo-3-oxo-2,3-dihydropyrido[2,3-b]pyrazin-4(1H)-yl)piperidine-1-carboxylate BrC1=CC2=C(N(C(CN2)=O)C2CCN(CC2)C(=O)OC(C)(C)C)N=C1